FC=1C=C(C=NC1)C=1C=NC=2CCN(CC2C1)C=1C(=C(C=2N(N1)C(C=C(N2)C)=O)C)C 7-(3-(5-fluoropyridin-3-yl)-7,8-dihydro-1,6-naphthyridin-6(5H)-yl)-2,8,9-trimethyl-4H-pyrimido[1,2-b]pyridazin-4-one